tert-butyl (R)-methyl((4-(prop-2-yn-1-yl)morpholin-2-yl)methyl)carbamate CN(C(OC(C)(C)C)=O)C[C@H]1CN(CCO1)CC#C